FC=1C=C(C=CC1)C1=NC2=CC(=CC=C2C(=C1)OC)C(=O)O 2-(3-fluorophenyl)-4-methoxyquinoline-7-carboxylic acid